OC=1C=C(C=C(C1)O)C=CC(=O)O 3-(3,5-di-hydroxyphenyl)acrylic acid